Cl.N=1N2C(=CC1C=1C=C(C(=NC1)N)OC(F)(F)F)[C@]1(CC2)CNCC1 |r| (rac)-5-[5',6'-dihydrospiro[pyrrolidine-3,4'-pyrrolo[1,2-b]pyrazol]-2'-yl]-3-(trifluoromethoxy)pyridin-2-amine-hydrochloride salt